FC(OC1=CC=C(C=C1)C1=CC=C(C=C1)OC1=C(N=NN1)C(=O)O)F 5-((4'-(difluoromethoxy)-[1,1'-biphenyl]-4-yl)oxy)-1H-1,2,3-triazole-4-carboxylic acid